C1(CCCCC1)NC(C=CC1=C(C=CC=C1)OC)=O N-cyclohexyl-3-(2-methoxyphenyl)prop-2-enamide